4-([1,1'-biphenyl]-4-yl-(4-(pyridin-4-yl)phenyl)amino)benzaldehyde C1(=CC=C(C=C1)N(C1=CC=C(C=O)C=C1)C1=CC=C(C=C1)C1=CC=NC=C1)C1=CC=CC=C1